7-hydroxy-N-[2-(1H-indol-3-yl)ethyl]-5-oxo-5H-[1,3]thiazolo[3,2-a]pyrimidine OC=1N(C2N(C(C1)=O)C=CS2)CCC2=CNC1=CC=CC=C21